C(C)OC=1C=CC(=NC1)C=1N(C(=NN1)C1CC(C1)NC(=O)C1=CC=NC2=CC=CN=C12)C1=NC=CC=C1 N-((1r,3r)-3-(5-(5-ethoxypyridin-2-yl)-4-(pyridin-2-yl)-4H-1,2,4-triazol-3-yl)cyclobutyl)-1,5-naphthyridine-4-carboxamide